(S)-N7-(3-Cyano-4-fluorophenyl)-6-methyl-N1-(1-methylcyclopropyl)-5,6-dihydroimidazo[1,5-a]pyrazine-1,7(8H)-dicarboxamide C(#N)C=1C=C(C=CC1F)NC(=O)N1CC=2N(C[C@@H]1C)C=NC2C(=O)NC2(CC2)C